FC=1C=CC(=C(C=O)C1)N1CC(C1)F 5-fluoro-2-(3-fluoroazetidin-1-yl)benzaldehyde